2,5-di-(tert-butyl-peroxy)-2,5-dimethylhexane C(C)(C)(C)OOC(C)(CCC(C)(C)OOC(C)(C)C)C